1-(4-fluoro-2-hydroxy-3-(2-methylallyl)phenyl)ethan-1-one methyl-7-fluoro-2,2,4-trimethyl-3-oxo-3,4-dihydro-2H-benzo[b][1,4]oxazine-6-carboxylate COC(=O)C1=CC2=C(OC(C(N2C)=O)(C)C)C=C1F.FC1=C(C(=C(C=C1)C(C)=O)O)CC(=C)C